1-[2-(4-chloropyridin-2-yl)-5H,6H,7H-cyclopenta[d]pyrimidin-4-yl]azepane ClC1=CC(=NC=C1)C=1N=C(C2=C(N1)CCC2)N2CCCCCC2